CC1(CC1)NS(=O)(=O)N1CC2(C1)CNC2 N-(1-methylcyclopropyl)-2,6-diazaspiro[3.3]heptane-2-sulfonamide